monosodium 2,2'-dithiobisethanesulfonate C(CSSCCS(=O)(=O)O)S(=O)(=O)[O-].[Na+]